6-iodo-3-(2,2,2-trifluoroethyl)imidazo[1,2-a]pyridin-8-amine IC=1C=C(C=2N(C1)C(=CN2)CC(F)(F)F)N